O[C@@H](C)C12CCC(CC1)N2C(=O)OC(C)(C)C |r| (±)-tert-butyl (1s,4s)-1-(1-hydroxyethyl)-7-azabicyclo[2.2.1]heptane-7-carboxylate